tert-butyl (2,2-difluoro-3-(2-fluoro-4-formylphenoxy)propyl)carbamate FC(CNC(OC(C)(C)C)=O)(COC1=C(C=C(C=C1)C=O)F)F